C12CNCC(CC1)N2C2=CC(=NC=C2)C#CCN2CCOCC2 4-(3-(4-(3,8-diazabicyclo[3.2.1]oct-8-yl)pyridin-2-yl)prop-2-yn-1-yl)morpholine